N,N'-bis-(oleyloxyethyl)-piperazinium C(CCCCCCC\C=C/CCCCCCCC)OCC[NH+]1CCN(CC1)CCOCCCCCCCC\C=C/CCCCCCCC